8-ethoxy-1,4-dioxaspiro[4.5]decane C(C)OC1CCC2(OCCO2)CC1